tert-Butyl N-[[1-(thiazol-4-ylmethyl)-4-piperidyl]methyl]carbamate S1C=NC(=C1)CN1CCC(CC1)CNC(OC(C)(C)C)=O